C1(CC1)C1=CC(NC=C1C(=O)N1CCNCC1)=O 4-cyclopropyl-5-(piperazine-1-carbonyl)pyridin-2(1H)-one